(R or S)-2-(3-((S or R)-1-(((R)-((R)-8-cyano-1,2,3,4-tetrahydroquinoxalin-2-yl)(phenyl)methyl)amino)propan-2-yl)phenyl)propanoic acid C(#N)C=1C=CC=C2NC[C@@H](NC12)[C@@H](C1=CC=CC=C1)NC[C@@H](C)C=1C=C(C=CC1)[C@H](C(=O)O)C |o1:21,29|